OC1=C(C=O)C=C(C=C1OC)C=1C=NN(C1)C1=CC=C(C=C1)C(F)(F)F 2-hydroxy-3-methoxy-5-(1-(4-(trifluoromethyl)phenyl)-1H-pyrazol-4-yl)benzaldehyde